C(C)(C)N(C(=O)Cl)C(C)C Diisopropyl-Carbamoyl Chloride